C(C)(CC)NC=1C=C2C=CNC2=CC1 N-(sec-butyl)-1H-indol-5-amine